FC(C1=C(C=CC=C1)C1CCN(CC1)C(=O)C1=NNC=2CN(CCC21)C(CC)=O)(F)F 1-(3-(4-(2-(trifluoromethyl)phenyl)piperidine-1-carbonyl)-1,4,5,7-tetrahydro-6H-pyrazolo[3,4-c]pyridin-6-yl)propan-1-one